N1=CC(=CC=C1)C(=N)N pyridine-3-carboxamidine